4-(aminomethyl)-N,N,3-trimethyl-1H-indol-7-amine NCC1=C2C(=CNC2=C(C=C1)N(C)C)C